C1(CCCCC1)N1C=NC(=C1)N1C=NC(=C1)[N+](=O)[O-] 1'-cyclohexyl-4-nitro-1,4'-biimidazole